(S)-1-(3-chloro-4-methoxyphenyl)-6-(5-(3,5-dimethylisoxazol-4-yl)-1-isobutyl-1H-benzo[d]imidazol-2-yl)piperidin-2-one ClC=1C=C(C=CC1OC)N1C(CCC[C@H]1C1=NC2=C(N1CC(C)C)C=CC(=C2)C=2C(=NOC2C)C)=O